(3R)-6-[1-(1-acetylpiperidin-4-yl)-1-hydroxyethyl]-3-(4-chlorophenyl)-2-[(5-chloropyridin-2-yl)methyl]-4-fluoro-3-[(1-hydroxycyclopropyl)methoxy]-2,3-dihydro-1H-isoindol-1-one C(C)(=O)N1CCC(CC1)C(C)(O)C1=CC(=C2[C@](N(C(C2=C1)=O)CC1=NC=C(C=C1)Cl)(OCC1(CC1)O)C1=CC=C(C=C1)Cl)F